4-((chlorosulfonyl)oxy)-2,2,3,3-tetramethylbutyl-2,6-dimethylbenzoic acid ClS(=O)(=O)OCC(C(CC=1C(=C(C(=O)O)C(=CC1)C)C)(C)C)(C)C